(S)-2-((2-((2-methylpyrrolidin-1-yl)methyl)-1H-benzo[d]imidazol-5-yl)carbamoyl)benzoic acid C[C@@H]1N(CCC1)CC1=NC2=C(N1)C=CC(=C2)NC(=O)C2=C(C(=O)O)C=CC=C2